(1R,3S)-3-(3-{[(3,5-difluorophenyl)acetyl]amino}-1H-pyrazol-5-yl)cyclopentyl ethylcarbamate C(C)NC(O[C@H]1C[C@H](CC1)C1=CC(=NN1)NC(CC1=CC(=CC(=C1)F)F)=O)=O